N-tetradecyl-3-hydroxypyridin-4-one C(CCCCCCCCCCCCC)N1C=C(C(C=C1)=O)O